C(C(C)(C)C)C1CCC(CC1)N1N=CC(=C1)CC=1C=2C3=C(C(N(C3=CC1)C1C(NC(CC1)=O)=O)=O)C=CC2 3-(6-((1-((1s,4s)-4-neopentylcyclohexyl)-1H-pyrazol-4-yl)methyl)-2-oxobenzo[cd]indol-1(2H)-yl)piperidine-2,6-dione